5-((5-(2-(((1R,3S)-3-aminocyclopentyl)oxy)-4-chloro-6-methoxyphenyl)-1H-pyrazol-3-yl)amino)pyrazine-2-carbonitrile N[C@@H]1C[C@@H](CC1)OC1=C(C(=CC(=C1)Cl)OC)C1=CC(=NN1)NC=1N=CC(=NC1)C#N